C(C1=CC=CC=C1)OC[C@H]1C[C@H](NC1=O)C(=O)OC methyl (2S,4R)-4-(benzyloxymethyl)-5-oxo-pyrrolidine-2-carboxylate